CN(C1CCN(CC1)CC=1C=CC(=NC1)N)C 5-((4-(dimethylamino)piperidin-1-yl)methyl)pyridin-2-amine